CN1C(=C(C=CC1=O)C=1C=NC(=CC1)NC([C@H](C1CCC(CC1)C)NC(OC(C)(C)C)=O)=O)C tert-butyl ((S)-2-((1',2'-dimethyl-6'-oxo-1',6'-dihydro-[3,3'-bipyridin]-6-yl)amino)-1-((1r,4S)-4-methylcyclohexyl)-2-oxoethyl)carbamate